6-(cyclopropylmethoxy)-N-[(2S)-1-(2-fluoroethoxy)-4-methylpent-2-yl]-5-(pyrrolidin-1-yl)pyridine-2-carboxamide C1(CC1)COC1=C(C=CC(=N1)C(=O)N[C@H](COCCF)CC(C)C)N1CCCC1